The molecule is a tetraisaccharide in which four alpha-D-galactopyranuronic acid units are joined via (1->4)-linkages. It has a role as a bacterial xenobiotic metabolite. It is a carbohydrate acid and a tetrasaccharide. [C@@H]1([C@H]([C@H](O[C@@H]([C@@H]1O)O[C@@H]2[C@@H]([C@H]([C@H](O[C@@H]2C(=O)O)O[C@@H]3[C@@H]([C@H]([C@H](O[C@@H]3C(=O)O)O[C@@H]4[C@@H]([C@H]([C@H](O[C@@H]4C(=O)O)O)O)O)O)O)O)O)C(=O)O)O)O